OCCC=1C=C(C=CC1)B(O)O 3-(2-hydroxyethyl)phenylboronic acid